3-(1-oxo-5-(1-((2-phenyl-1H-imidazol-4-yl)methyl)piperidin-4-yl)isoindolin-2-yl)piperidine-2,6-dione O=C1N(CC2=CC(=CC=C12)C1CCN(CC1)CC=1N=C(NC1)C1=CC=CC=C1)C1C(NC(CC1)=O)=O